1-((2S)-5-((5-((S)-2,2-difluorocyclopropyl)-7H-pyrrolo[2,3-d]pyrimidin-4-yl)amino)-2-isopropylpiperidin-1-yl)prop-2-en-1-one FC1([C@@H](C1)C1=CNC=2N=CN=C(C21)NC2CC[C@H](N(C2)C(C=C)=O)C(C)C)F